C(C)OC(=O)N1C(NC=C(C1=O)C(=O)OCC)=O 3,5-Diethoxycarbonyl-1,4-dihydro-uracil